di(4-nitrobenzene) phosphate P(=O)(O)(O)O.[N+](=O)([O-])C1=CC=CC=C1.[N+](=O)([O-])C1=CC=CC=C1